N[C@@H](CC[NH-])C#C (3S)-3-aminopent-4-ynylamide